ClC=1C=C(C=CC1)/C(=C(\CNC(=O)[C@H]1N(C[C@@H](C1)F)C(=O)OC(C)(C)C)/F)/C tert-Butyl (2S,4R)-2-(((E)-3-(3-chlorophenyl)-2-fluorobut-2-en-1-yl)carbamoyl)-4-fluoropyrrolidine-1-carboxylate